[C@H](C)(C(C)(C)C)O (S)-pinacolyl alcohol